8-bromo-6-fluoro-2-iodoimidazo[1,2-a]pyridine BrC=1C=2N(C=C(C1)F)C=C(N2)I